C(C)SC=1C=C(C=NC1C=1C=C2C=CC(N(C2=CN1)CC(C(F)(F)F)(F)F)=O)C1(CC1)C#N 1-[5-ethylsulfanyl-6-[2-oxo-1-(2,2,3,3,3-pentafluoropropyl)-1,7-naphthyridin-6-yl]-3-pyridinyl]cyclopropanecarbonitrile